(S)-2-((4-(4-benzyl-3-oxo-3,4-dihydro-2H-pyrido[3,2-b][1,4]oxazin-6-yl)piperazin-1-yl)methyl)-1-(oxetan-2-ylmethyl)-1H-benzo[d]imidazole-6-carboxylic acid C(C1=CC=CC=C1)N1C2=C(OCC1=O)C=CC(=N2)N2CCN(CC2)CC2=NC1=C(N2C[C@H]2OCC2)C=C(C=C1)C(=O)O